N-methyl-D-homoserine methyl ester COC([C@H](NC)CCO)=O